[Na].C1(NC=CC=2CCCCC12)=O 5,6,7,8-tetrahydro-2H-isoquinolin-1-one sodium